2-Amino-N-[4-fluoro-2-methyl-5-[(5-methyl-6,7-dihydro-4H-pyrazolo[1,5-a]pyrazin-2-yl)carbamoyl]phenyl]-1,3-thiazole-5-carboxamide NC=1SC(=CN1)C(=O)NC1=C(C=C(C(=C1)C(NC1=NN2C(CN(CC2)C)=C1)=O)F)C